N1=C(C=CC=C1)N(C1=NC=CC=C1)CC1=CC(=CC(=C1)CN(C1=NC=CC=C1)C1=NC=CC=C1)CN(C1=NC=CC=C1)C1=NC=CC=C1 N,N,N',N',N'',N''-hexa(2-pyridyl)-1,3,5-tris(aminomethyl)benzene